N[C@@H](CC1=CC(I)=C(C(I)=C1)OC1=CC(I)=C(C(I)=C1)O)C(=O)O thyroxine